O=C1NC(CCC1N1C(C2=CC(=C(C=C2C1=O)F)F)=O)=O 2-(2,6-dioxopiperidin-3-yl)-5,6-difluoro-2,3-dihydro-1H-isoindole-1,3-dione